ClC1=CC=C2C(=CC=NC2=C1)NCCCNCC(C)C N'-(7-Chloroquinolin-4-yl)-N-(2-methylpropyl)propane-1,3-diamine